FC=1C(=NC=CC1)N1N=CC(=C1N)C1=CC=C(C=C1)OC(F)(F)F 1-(3-fluoropyridin-2-yl)-4-(4-(trifluoromethyloxy)phenyl)-1H-pyrazol-5-amine